C(C)O[C@@H]1CN(CC[C@H]1OC1=CC(=CC=C1)C(F)(F)F)C=1C2=C(N(C(N1)=O)C)C=CC(=N2)C#N 4-((3R,4R)-3-Ethoxy-4-(3-(trifluoromethyl)phenoxy)piperidin-1-yl)-1-methyl-2-oxo-1,2-dihydropyrido[3,2-d]pyrimidin-6-carbonitril